C(#N)C=1C=CC2=CN(N=C2C1OC1CN(C1)CC(=O)OCC)CC1=C2C=CN(C2=C(C=C1C)C)S(=O)(=O)C1=CC=C(C)C=C1 ethyl 2-(3-((6-cyano-2-((5,7-dimethyl-1-tosyl-1H-indol-4-yl)methyl)-2H-indazol-7-yl)oxy)azetidin-1-yl)acetate